5-methylpyrazin-2-yl-cyclopropan-1-ol CC=1N=CC(=NC1)C1(CC1)O